N1N=CC=2CCCCC12 4,5,6,7-tetrahydroindazole